3-benzoyl-5,8-dichloro-2-(((5-methylisoxazol-3-yl)methyl)sulfinyl)quinolin-4(1H)-one C(C1=CC=CC=C1)(=O)C1=C(NC2=C(C=CC(=C2C1=O)Cl)Cl)S(=O)CC1=NOC(=C1)C